6-[[(2R,3S,4R,5S)-3-(3,4-Difluoro-2-methoxy-phenyl)-4,5-dimethyl-5-(trifluoromethyl)tetrahydrofuran-2-carbonyl]amino]pyrimidin-4-carboxamid FC=1C(=C(C=CC1F)[C@H]1[C@@H](O[C@@]([C@@H]1C)(C(F)(F)F)C)C(=O)NC1=CC(=NC=N1)C(=O)N)OC